C(C)(=O)O[BH3-] acetoxyborohydride